6-[(Benzoyloxy)methyl]-9-{5-O-[bis(4-methoxyphenyl)(phenyl)methyl]-3-O-[tert-butyl(dimethyl)silyl]-β-D-ribofuranosyl}-9H-purine C(C1=CC=CC=C1)(=O)OCC1=C2N=CN(C2=NC=N1)[C@H]1[C@H](O)[C@H](O[Si](C)(C)C(C)(C)C)[C@H](O1)COC(C1=CC=CC=C1)(C1=CC=C(C=C1)OC)C1=CC=C(C=C1)OC